NCCNC=1C=C(C=2C(NC3=CC=C(C1C23)F)=O)C=2NC=CC2 5-[(2-aminoethyl)amino]-6-fluoro-3-(1h-pyrrol-2-yl)benzo[cd]indol-2(1h)-one